5-fluoro-N,N-diisopropyl-2-((5-(2-(6-((2-methoxyethyl)amino)-2-methylhexan-3-yl)-2,6-diazaspiro[3.4]octan-6-yl)-1,2,4-triazin-6-yl)oxy)benzamide FC=1C=CC(=C(C(=O)N(C(C)C)C(C)C)C1)OC1=C(N=CN=N1)N1CC2(CN(C2)C(C(C)C)CCCNCCOC)CC1